ClC=1C=C(OC(C)N(CC)CC)C=CC1Cl 3,4-dichlorophenoxy-ethyl-Diethylamine